C(#N)[C@H]1N(CC(C1)(F)F)C(CNC(=O)C1=CC=NC2=CC(=CC=C12)C=1C=C(OCCCN2CCN(CC2)C(CNC(OC(C)(C)C)=O)=O)C=CC1)=O (S)-tert-butyl 2-(4-(3-(3-(4-(2-(2-cyano-4,4-difluoropyrrolidin-1-yl)-2-oxoethylcarbamoyl)quinolin-7-yl)phenoxy)propyl)piperazin-1-yl)-2-oxoethylcarbamate